N,N-dimethylprop-2-enamide CN(C(C=C)=O)C